FC1=C(C=CC(=C1)F)S(=O)(=O)C=CC=1C(=NC(=NC1)NC=1C=C2C=CNC2=CC1)NC1=NN(C=C1)C 5-{2-[(2,4-Difluorophenyl)sulfonyl]vinyl}-N2-(1H-indol-5-yl)-N4-(1-methyl-1H-pyrazol-3-yl)pyrimidine-2,4-diamine